(2S)-N-(4-Fluorophenyl)-2-[1-(3-hydroxy-3-methylbutanoyl)-1,2,3,4-tetrahydrochinolin-6-yl]propanamid FC1=CC=C(C=C1)NC([C@@H](C)C=1C=C2CCCN(C2=CC1)C(CC(C)(C)O)=O)=O